3-(benzyloxy)-2-(2-(4-methoxybenzyl)-1-oxo-2,6-diazaspiro[3.5]nonan-6-yl)propanenitrile C(C1=CC=CC=C1)OCC(C#N)N1CC2(CN(C2=O)CC2=CC=C(C=C2)OC)CCC1